COC=1C(=CC2=C(N=C(S2)/C=C/C=C/C2=CC=C(NC=CCCCC=C)C=C2)C1)OC 4-((1E,3E)-4-(5,6-dimethoxybenzo[d]thiazole-2-yl)buta-1,3-dienyl)-N-(hepta-1,6-diene-1-yl)aniline